(Z)-1-acetyl-2-(3-methoxy-4-(2-morpholinoethoxy)-benzylidene)indolin-3-one C(C)(=O)N1\C(\C(C2=CC=CC=C12)=O)=C/C1=CC(=C(C=C1)OCCN1CCOCC1)OC